5-((4-(3-(Aminomethyl)azetidin-1-yl)-3-((methylsulfonyl)methyl)phenyl)amino)-7-(cyclopropylamino)pyrazolo[1,5-a]pyrimidin-3-carbonitril NCC1CN(C1)C1=C(C=C(C=C1)NC1=NC=2N(C(=C1)NC1CC1)N=CC2C#N)CS(=O)(=O)C